C(=O)(C=C)N1CC2=CC=CC(=C2C2(C1)CC2)C2=C1C(=C(NC1=C(C=C2F)C(=O)N)C)Cl 4-(2'-acryl-2',3'-dihydro-1'H-spiro[cyclopropane-1,4'-isoquinoline]-5'-yl)-3-chloro-5-fluoro-2-methyl-1H-indole-7-carboxamide